N[C@@H]1C2=CC=CC=C2CC12CCNCC2 (3S)-3-amino-1,3-dihydrospiro[indene-2,4-piperidine]